butyl ethyl ether C(C)OCCCC